4-[5-[2-[2-[(6-chloro-2-pyridyl)oxy]ethoxy]ethyl]-1-methyl-pyrazol-3-yl]-N1-methyl-2,7-naphthyridine-1,6-diamine ClC1=CC=CC(=N1)OCCOCCC1=CC(=NN1C)C1=CN=C(C2=CN=C(C=C12)N)NC